S1C(=NC=C1)N1C[C@H](CC1)CNC(O[C@H]1[C@H](NC[C@@H]1O)CC1=CC=C(C=C1)OC)=O (2R,3S,4S)-4-hydroxy-2-[(4-methoxyphenyl)methyl]pyrrolidin-3-yl N-{[(3R)-1-(1,3-thiazol-2-yl)pyrrolidin-3-yl]methyl}carbamate